FC1=C(C=CC=C1C)C(C(=O)N1CC2=C(N=C(NC2=O)C2(CC2)C2=CC=CC=C2)CC1)O 6-(2-(2-fluoro-3-methylphenyl)-2-hydroxyacetyl)-2-(1-phenylcyclopropyl)-5,6,7,8-tetrahydropyrido[4,3-d]pyrimidin-4(3H)-one